ethyl (1S,3S,5S)-5-methyl-2-((4-(4-(3-methyloxetan-3-yl)phenoxy)butanoyl) glycyl)-2-azabicyclo[3.1.0]hexane-3-carboxylate C[C@@]12C[C@H](N([C@H]2C1)C(CNC(CCCOC1=CC=C(C=C1)C1(COC1)C)=O)=O)C(=O)OCC